FLUORo-2-{4-[(METHYLAMINO)METHYL]PHENYL}-1,3,4,5-TETRAHYDRO-6H-AZEPINO[5,4,3-CD]INDOL-6-ON FN1C(=C2C=3C(=CC=CC13)C(NCC2)=O)C2=CC=C(C=C2)CNC